BrC=1C=C(C=CC1)C(SCC=O)(C1=CC=CC=C1)C1=CC(=C(C(=C1)C(C)(C)C)O)C(C)(C)C 2-(((3-bromophenyl)(3,5-bis-tert-butyl-4-hydroxyphenyl)(phenyl)methyl)thio)acetaldehyde